1,1'-biphenyl-2-yl-phenylboronic acid C1(=C(C=CC=C1)C1=C(C=CC=C1)B(O)O)C1=CC=CC=C1